ClC=1C=C2N=CC(=NC2=CC1)C1=CC=C(C=C1)NC(CCC)=O N-(4-(6-chloroquinoxalin-2-yl)phenyl)butyramide